NC=1C=C(C#N)C=CC1NCCO 3-amino-4-((2-hydroxyethyl)amino)benzonitrile